3-chloro-5-ethenylpyrazolo[1,5-a]pyridine-7-carbonitrile ClC=1C=NN2C1C=C(C=C2C#N)C=C